C1(CC1)CN1C(=CC=2C=CN3C(=NN=C3C12)C)C1=NC2=C(N1C)C(=CC(=C2)C(=O)O)F 2-[12-(cyclopropylmethyl)-5-methyl-3,4,6,12-tetraazatricyclo[7.3.0.02,6]dodeca-1(9),2,4,7,10-pentaen-11-yl]-7-fluoro-1-methyl-benzimidazole-5-carboxylic acid